BrC1=C2CN(C(C2=CC=C1)=O)[C@H](C(=O)OC)CO methyl (S)-2-(4-bromo-1-oxoisoindolin-2-yl)-3-hydroxypropanoate